ClC=1C(=NC=CC1C1=CC(=CC=C1)OC(F)(F)F)N1CCC(CC1)NC(=O)NC=1C=NC=CC1 1-(1-(3-Chloro-4-(3-(trifluoro-methoxy)phenyl)pyridin-2-yl)piperidin-4-yl)-3-(pyridin-3-yl)urea